2-(2-((5-(1-aminoisoquinolin-7-yl)-1-(tetrahydro-2H-pyran-4-yl)-1H-indazol-3-yl)methoxy)phenyl)acetic acid NC1=NC=CC2=CC=C(C=C12)C=1C=C2C(=NN(C2=CC1)C1CCOCC1)COC1=C(C=CC=C1)CC(=O)O